C(C1=CC=CC=C1)OC(=O)N1CCC(=CC1C1=CC=C(C=C1)C(=O)OC)B(O)O (1-((benzyloxy)carbonyl)-6-(4-(methoxycarbonyl)phenyl)-1,2,3,6-tetrahydropyridin-4-yl)boronic acid